(S)-(1-(7-bromo-6-chloro-5,8-difluoro-2-(methylthio)quinazolin-4-yl)pyrrolidin-2-yl)methanol BrC1=C(C(=C2C(=NC(=NC2=C1F)SC)N1[C@@H](CCC1)CO)F)Cl